CN1N=CC2=CC(=C(C=C12)OC1=CC=C(C=C1)OCCOC1COCCC1)C(=O)N 1-methyl-6-[4-(2-tetrahydropyran-3-yloxyethoxy)phenoxy]indazole-5-carboxamide